(S)-3-(4-((difluoromethyl)sulfonamido)-3-(1-(4-fluorophenyl)ethoxy)phenyl)-5-((5-ethylisoxazol-3-yl)amino)-1H-pyrazole-4-carboxamide FC(S(=O)(=O)NC1=C(C=C(C=C1)C1=NNC(=C1C(=O)N)NC1=NOC(=C1)CC)O[C@@H](C)C1=CC=C(C=C1)F)F